N[C@@H]1C2=CC=CC=C2CC12CCN(CC2)C=2C(=NC(=C(N2)C)C2=C(C(=CC=C2)Cl)Cl)C2(CC2)O (S)-1-(3-(1-amino-1,3-dihydrospiro[indene-2,4'-piperidine]-1'-yl)-6-(2,3-dichlorophenyl)-5-methylpyrazin-2-yl)cyclopropane-1-ol